6-(3-azabicyclo[3.1.0]hexan-1-yl)-N-(3,4-dichloro-2-fluorophenyl)pyrido[3,2-d]pyrimidin-4-amine C12(CNCC2C1)C=1C=CC=2N=CN=C(C2N1)NC1=C(C(=C(C=C1)Cl)Cl)F